N-(3,4-difluorophenyl)methyl-5-{5-carbamoyl-2-[2-(p-fluorophenyl)ethyl]-6-isobutyl-3-(2-methyl-1,3-oxazol-5-yl)-4-pyridyl}-2-thenamide FC=1C=C(C=CC1F)CNC(C1=CC=C(S1)C1=C(C(=NC(=C1C(N)=O)CC(C)C)CCC1=CC=C(C=C1)F)C1=CN=C(O1)C)=O